N-(3-aminobicyclo[1.1.1]pentan-1-yl)-6-(3-methyl-1H-indol-2-yl)pyrazine-2-carboxamide NC12CC(C1)(C2)NC(=O)C2=NC(=CN=C2)C=2NC1=CC=CC=C1C2C